ClC1=C(C=CC(=C1)C1=NNC2=NC=C(C=C21)C=2C=CC1=C(CC[C@H](CC1)N1CCCC1)C2)S(=O)(=O)N (S)-2-Chloro-4-(5-(7-(pyrrolidin-1-yl)-6,7,8,9-tetrahydro-5H-benzo[7]annulen-2-yl)-1H-pyrazolo[3,4-b]pyridin-3-yl)benzenesulfonamide